methyl 3'-chloro-[1,1':4',1''-terphenyl]-2'-carboxylate ClC1=C(C(=CC=C1C1=CC=CC=C1)C1=CC=CC=C1)C(=O)OC